(2S)-2-cyclohexyl-2-[(6-ethylpyridazin-3-yl)amino]-N-(2-oxospiro[indoline-3,4'-tetrahydropyran]-6-yl)acetamide C1(CCCCC1)[C@@H](C(=O)NC1=CC=C2C(=C1)NC(C21CCOCC1)=O)NC=1N=NC(=CC1)CC